C(C)(C)(C)OC(N(CC1=CC=C(C=C1)OC)[C@@H](COC)C1=NC=C(C(=C1)Cl)F)=O |r| rac-(1-(4-chloro-5-fluoropyridin-2-yl)-2-methoxyethyl)(4-methoxybenzyl)carbamic acid tert-butyl ester